N-((5-chloro-3H-imidazo[4,5-b]pyridin-2-yl)methyl)-1-(isopropylsulfonyl)-1H-indole-3-carboxamide ClC1=CC=C2C(=N1)NC(=N2)CNC(=O)C2=CN(C1=CC=CC=C21)S(=O)(=O)C(C)C